(Z)-3-fluoro-2-(2,3,4,5-tetrahydro-1H-pyrido[4,3-b]indol-8-oxymethyl)prop-2-en-1-amine hydrochloride Cl.F\C=C(\CN)/COC1=CC=2C3=C(NC2C=C1)CCNC3